FC=1C2=C(C(=NC1)C1=CC=C(C(=O)N[C@@H]3CC[C@H](CC3)C(C)(C)O)C=C1)C=NN2 4-(7-fluoro-1H-pyrazolo[4,3-c]pyridin-4-yl)-N-[trans-4-(2-hydroxypropan-2-yl)cyclohexyl]benzamide